N1C(C=CC1=O)=O 3-pyrroline-2,5-dione